CN1[C@@H](CCC1)CO ((S)-1-methylpyrrolidin-2-yl)methanol